CC1=C[C@@H]2C(=C(C)CC[C@H]2C(C)C)CC1 (+)-δ-cadinene